C1N(CCC2=CC=CC=C12)C[C@H](CN1CCOC2=C(C1=O)C=CC(=C2)OC2CCNCC2)O 4-[(2R)-3-(3,4-dihydro-1H-isoquinolin-2-yl)-2-hydroxy-propyl]-8-(4-piperidinyloxy)-2,3-dihydro-1,4-benzoxazepin-5-one